N-[(1S)-1-[[(1S)-1-[5-(2,4-difluorophenyl)-1H-imidazol-2-yl]ethyl]carbamoyl]-3-[(2R)-2-methylpyrrolidin-1-yl]-3-oxo-propyl]-4,4-dimethyl-pentanamide FC1=C(C=CC(=C1)F)C1=CN=C(N1)[C@H](C)NC(=O)[C@H](CC(=O)N1[C@@H](CCC1)C)NC(CCC(C)(C)C)=O